OC1=C(C=C2C=CNC2=C1)C(=O)O 6-hydroxy-1H-indole-5-carboxylic acid